6-((2,2'-dimethyl-[1,1'-biphenyl]-4-yl)oxy)-2-methyl-3-nitropyridine CC1=C(C=CC(=C1)OC1=CC=C(C(=N1)C)[N+](=O)[O-])C1=C(C=CC=C1)C